OC1(CC1)C=1NC(=NN1)C1CC2(CN(C2)C(=O)N2CC(C2)C2=CC=C(C=C2)N2CC(C2)C(F)(F)F)C1 [6-[5-(1-hydroxycyclopropyl)-4H-1,2,4-triazol-3-yl]-2-azaspiro[3.3]heptan-2-yl]-[3-[4-[3-(trifluoromethyl)azetidin-1-yl]phenyl]azetidin-1-yl]methanone